OC1(CCC(CC1)CCN1CCNC(C2=C1C1=C(O2)C=CC(=C1)C(F)(F)F)=O)CO 1-(2-((1s,4s)-4-hydroxy-4-(hydroxymethyl)cyclohexyl)ethyl)-9-(trifluoromethyl)-1,2,3,4-tetrahydro-5H-benzofuro[3,2-e][1,4]diazepin-5-one